5-(N-m-fluorobenzyl-3-cyanoindol-5-yl)isoxazole-3-carboxylic acid FC=1C=C(CN2C=C(C3=CC(=CC=C23)C2=CC(=NO2)C(=O)O)C#N)C=CC1